C1(CC1)C=1N=NN(C1)[C@H](C(=O)N1[C@@H](C[C@H](C1)O)C(=O)NCC1(CN(C1)C(C(C)C)=O)F)C(C)(C)C (2S,4r)-1-[(2S)-2-(4-cyclopropyl-triazol-1-yl)-3,3-dimethyl-butyryl]-N-[[3-fluoro-1-(2-methylpropanoyl)azetidin-3-yl]methyl]-4-hydroxy-pyrrolidine-2-carboxamide